CN(C1=NC(=C(C(=C1C#N)CC)C#N)SCC=1C=C2CCNCC2=CC1)C 2-(dimethylamino)-4-ethyl-6-(((1,2,3,4-tetrahydroisoquinolin-6-yl)methyl)thio)pyridine-3,5-dicarbonitrile